C(C)(C)(C)OC(=O)NCCOC=1C=NC(=NC1)C(=O)[O-].[Li+] lithium 5-(2-((tert-butoxycarbonyl)amino)ethoxy)pyrimidine-2-carboxylate